2-anilino-9-[(3S)-1-(2,2-dimethylpropyl)-3-piperidinyl]-6-methyl-8-oxo-8,9-dihydro-7H-purine-7-Benzoic acid monohydrochloride Cl.N(C1=CC=CC=C1)C1=NC(=C2N(C(N(C2=N1)[C@@H]1CN(CCC1)CC(C)(C)C)=O)C1=CC=CC=C1C(=O)O)C